1-(5-(4-amino-1-(but-3-yn-1-yl)-1H-pyrazolo[3,4-d]-pyrimidin-3-yl)imidazo[1,2-a]pyridin-8-yl)-3-(5-(1-(tri-fluoromethyl)cyclopropyl)-isoxazol-3-yl)urea NC1=C2C(=NC=N1)N(N=C2C2=CC=C(C=1N2C=CN1)NC(=O)NC1=NOC(=C1)C1(CC1)C(F)(F)F)CCC#C